(4-hydroxy)phenyl-1-pyrrolidinyl-2,4-pentadien-1-one OC1=CC=C(C=C1)C(C(=O)N1CCCC1)=CC=C